methyl (2S)-2-(7-chloro-1,1-dioxidobenzo[f][1,2]thiazepin-2(3H)-yl)-3-(6-fluoro-2,3-dimethylphenyl)butanoate ClC=1C=CC2=C(C=CCN(S2(=O)=O)[C@H](C(=O)OC)C(C)C2=C(C(=CC=C2F)C)C)C1